3-(chlorodifluoromethyl)-5-fluoro-1-methyl-1H-pyrazole-4-carboxylic acid methyl ester COC(=O)C=1C(=NN(C1F)C)C(F)(F)Cl